N'-(4-bromo-3-(trifluoromethoxy)benzylidene)-4-methylbenzenesulfonyl-hydrazine BrC1=C(C=C(C=NNS(=O)(=O)C2=CC=C(C=C2)C)C=C1)OC(F)(F)F